3,6,15,18-tetraoxa-9,12-dithiaeicosa-1,19-diene C=COCCOCCSCCSCCOCCOC=C